O=C1NN=C(O1)CC=1NC2=C(C=NC=3C=CC(=CC23)C#N)N1 2-[(5-oxo-4,5-dihydro-1,3,4-oxadiazol-2-yl)methyl]-1H-imidazo[4,5-c]quinolin-8-carbonitrile